ethyl 9-methyl-2-(tert-butyl)-7-methylene-7,10-dihydro-10aH-benzo[4,5]isothiazolo[2,3-a]pyridine-9,10-dicarboxylate 5,5-dioxide CC1(C(C2N(C(C1)=C)S(C1=C2C=C(C=C1)C(C)(C)C)(=O)=O)C(=O)[O-])C(=O)OCC